N1(CCCCC1)CC(=O)[O-] piperidinacetate